C(C=C)N1C(=CC2=C(C=CC=C12)N[C@@H]1[C@@H](CN(CC1)C[C@H](COC)O)F)C#CCNC1=C(C=C(C=C1)S(=O)(=O)C)OC (R)-1-((3R,4S)-4-((1-allyl-2-(3-((2-methoxy-4-(methylsulfonyl)phenyl)amino)prop-1-yn-1-yl)-1H-indol-4-yl)amino)-3-fluoropiperidin-1-yl)-3-methoxypropan-2-ol